C(C)(C)(C)OC(=O)N1C(=NC(=C([C@H]1C1=C(C(=C(C=C1)F)F)Cl)C(=O)O)C12C3C4C5(C3C1C5C24)C(=O)OC(C)(C)C)C=2SC=CN2 (S)-1-(tert-butoxycarbonyl)-4-(4-(tert-butoxycarbonyl)cuban-1-yl)-6-(2-chloro-3,4-difluorophenyl)-2-(thiazol-2-yl)-1,6-dihydropyrimidine-5-carboxylic acid